N-(9-acridinyl)maleimide C1=CC=CC2=NC3=CC=CC=C3C(=C12)N1C(C=CC1=O)=O